1-(3-chlorophenyl)-2-{4-[(4-methanesulfonylphenoxy)methyl]-2-methylpyrrolidin-1-yl}ethan-1-ol ClC=1C=C(C=CC1)C(CN1C(CC(C1)COC1=CC=C(C=C1)S(=O)(=O)C)C)O